C(C)(C)(C)N[C@@H]1CN(CC1)C1=NC=2C(=C(C3=C(C2C=N1)COC3)C3=NC=C(C1=C3C(=C(S1)NC(OC(C)(C)C)=O)C#N)F)F tert-Butyl (4-(3-((S)-3-(tert-butylamino)pyrrolidin-1-yl)-5-fluoro-7,9-dihydrofuro[3,4-f]quinazolin-6-yl)-3-cyano-7-fluorothieno[3,2-c]pyridin-2-yl)carbamate